Cl.ClC1=C(C=CC=C1)C1=CC(=C(C=C1)N1C[C@H](CC1)OC1=NC=CC=C1Cl)CN (S)-(2'-chloro-4-(3-(3-chloropyridin-2-yloxy)pyrrolidin-1-yl)biphenyl-3-yl)methanamine hydrochloride